N-(2-((1s,3s,5s)-3-cyano-2-azabicyclo[3.1.0]hex-2-yl)-2-oxoethyl)-6-(1-cyanocyclopropyl)quinoline-4-carboxamide tert-butyl-N-methyl-N-(3-piperazin-1-ylpropoxy)carbamate C(C)(C)(C)OC(N(OCCCN1CCNCC1)C)=O.C(#N)[C@H]1N([C@H]2C[C@H]2C1)C(CNC(=O)C1=CC=NC2=CC=C(C=C12)C1(CC1)C#N)=O